ClC1=C(C=CC=C1Cl)B(O)O 2,3-dichlorophenyl-boronic acid